C(C)(C)(C)C=1C=C2C=3C=CC=CC3P(OC2=C(C1)C(C)(C)C)=O 6,8-di-tert-butyl-9,10-dihydro-9-oxa-10-phosphaphenanthrene-10-oxide